[Si](C)(C)(C(C)(C)C)OC[C@H](C=C)N (S)-1-(tert-butyldimethylsilyloxy)but-3-en-2-amine